5-β-hydroxyethyl-1,4-diaminoanthraquinone OCCC1=C2C(C=3C(=CC=C(C3C(C2=CC=C1)=O)N)N)=O